tert-butyl 3-((5-(trifluoromethyl)pyridin-2-yl)oxy)azetidine-1-carboxylate FC(C=1C=CC(=NC1)OC1CN(C1)C(=O)OC(C)(C)C)(F)F